C(C1=CC=C(C(=O)O)C=C1)(=O)O.C(CCO)O 1,3-propanediol terephthalate